FC(OCC(C(=O)N1OCC[C@H]1C1=CC=C(C#N)C=C1)(C)C)F 4-[(3S)-2-[3-(difluoromethoxy)-2,2-dimethylpropanoyl]-1,2-oxazolidin-3-yl]benzonitrile